N1=CC(=CC2=CC=CC=C12)C(C)=O 1-quinolin-3-yl-ethanone